C(OCCCCCN)(OCC(=O)[C@]1(CC[C@H]2[C@@H]3CCC4=CC(C=C[C@@]4([C@H]3[C@H](C[C@]12C)O)C)=O)O)=O 5-aminopentyl (2-((8S,9S,10R,11S,13S,14S,17R)-11,17-dihydroxy-10,13-dimethyl-3-oxo-6,7,8,9,10,11,12,13,14,15,16,17-dodecahydro-3H-cyclopenta[a]phenanthren-17-yl)-2-oxoethyl) carbonate